C(C)N(C1=CC(=NC=N1)OC1CN(CC1)CC(=O)N)CCC 2-(3-((6-(ethyl-(propyl)amino)pyrimidin-4-yl)oxy)pyrrolidin-1-yl)acetamide